tert-butyl 7-bromo-2-iodo-5-methoxy-1H-indole-1-carboxylate BrC=1C=C(C=C2C=C(N(C12)C(=O)OC(C)(C)C)I)OC